N-(5-(3-(9H-purin-6-yl)pyridin-2-ylamino)-2-fluorophenyl)-3-(2-cyanopropan-2-yl)benzamid N1=CN=C2NC=NC2=C1C=1C(=NC=CC1)NC=1C=CC(=C(C1)NC(C1=CC(=CC=C1)C(C)(C)C#N)=O)F